meta-cresolformaldehyde C=1(C(=CC=CC1O)C)C=O